ClC=1C=C(C=CC1Cl)NC(N(C)[C@H]1COCC=2NC(C=3C=C(C(=CC3C21)F)F)=O)=O (R)-3-(3,4-dichlorophenyl)-1-(8,9-difluoro-6-oxo-1,4,5,6-tetrahydro-2H-pyrano[3,4-c]isoquinolin-1-yl)-1-methylurea